CC(=O)OC[C@@H]1[C@H]([C@@H]([C@@H]([C@@H](O1)OC(=O)C)O)OC(=O)C)OC(=O)C 1,3,4,6-tetra-O-acetyl-β-D-mannopyranose